3-(1,1-dioxidothiomorpholino)-1-(4-(4-fluorophenyl)-3,4-dihydroquinoxalin-1(2H)-yl)propan-1-on O=S1(CCN(CC1)CCC(=O)N1CCN(C2=CC=CC=C12)C1=CC=C(C=C1)F)=O